FC1(CN(CC1)C(=O)[C@@H]1CCCC=2N1C(N(N2)CC=2N=C(SC2)C(F)(F)F)=O)F (5S)-5-[(3,3-Difluoropyrrolidin-1-yl)carbonyl]-2-{[2-(trifluoromethyl)-1,3-thiazol-4-yl]methyl}-5,6,7,8-tetrahydro[1,2,4]triazolo[4,3-a]pyridin-3(2H)-on